1-(3-Chlorophenyl)-6-(3-iodophenyl)-7-oxo-4,5,6,7-tetrahydro-1H-pyrazolo[3,4-c]pyridine-3-carboxylic acid ethyl ester C(C)OC(=O)C1=NN(C=2C(N(CCC21)C2=CC(=CC=C2)I)=O)C2=CC(=CC=C2)Cl